ClC=1C(=C(C=C(C1)F)[C@H](C)N1C([C@@H](CCC1)O)=O)CO (R)-1-((S)-1-(3-chloro-5-fluoro-2-(hydroxymethyl)phenyl)ethyl)-3-hydroxypiperidin-2-one